ClC=1C(=CC=2N(N1)C(C=CN2)=O)C 7-chloro-8-methyl-pyrimido[1,2-b]pyridazin-4-one